Tert-butyl {(1S,3R)-3-[(6-cyclopropylthieno[2,3-d]pyrimidin-4-yl)(methyl)amino]cyclopentyl}carbamate C1(CC1)C1=CC2=C(N=CN=C2N([C@H]2C[C@H](CC2)NC(OC(C)(C)C)=O)C)S1